ClC1=C2C=C(C=NC2=NC(=C1)C1=CC2=CN(N=C2C(=C1OCOC)C)C)N1C[C@@H](CC1)N(C(OC(C)(C)C)=O)C tert-butyl N-[(3R)-1-{5-chloro-7-[6-(methoxymethoxy)-2,7-dimethylindazol-5-yl]-1,8-naphthyridin-3-yl}pyrrolidin-3-yl]-N-methylcarbamate